3-ethoxy-α-methylstyrene C(C)OC=1C=C(C(=C)C)C=CC1